C1=CC=CC=2C3=CC=CC=C3C(C12)COC(=O)NC(C(=O)OC(C)(C)C)CCC=1C=NC=CC1 tert-Butyl 2-((((9H-fluoren-9-yl)methoxy) carbonyl)amino)-4-(pyridin-3-yl)butanoate